NC1=CC=C(N=N1)C1CCN(CC1)C(=O)C1=CC(=C(C=N1)C=1C=NC(=CC1)OCC1CC1)OC [4-(6-Amino-pyridazin-3-yl)-piperidin-1-yl]-(6'-cyclopropylmethoxy-4-methoxy-[3,3']bipyridinyl-6-yl)-methanone